NCC1=CC=C(C=C1)C=1N(N=C2C1N=CN(C2=O)CC2(CCN(CC2)CC2=C(C=C(C(=O)OC)C=C2)O)O)C Methyl 4-((4-((3-(4-(aminomethyl) phenyl)-2-methyl-7-oxo-2,7-dihydro-6H-pyrazolo[4,3-d]pyrimidin-6-yl) methyl)-4-hydroxypiperidin-1-yl) methyl)-3-hydroxybenzoate